1,3-bis[4-(3-Aminophenoxy)Phenyl]propane NC=1C=C(OC2=CC=C(C=C2)CCCC2=CC=C(C=C2)OC2=CC(=CC=C2)N)C=CC1